CC1(C(C(=O)N)C(=CC(=C1)[N+](=O)[O-])[2H])[2H] 2-methyl-4-nitrobenzamide-2,6-d2